FC=1C=C(C=CC1)[C@H](C)OC=1C=C(C=CC1NS(=O)(=O)CC(F)(F)F)C1=NNC(=C1C(=O)N)NC1=NC=CN=C1 (S)-3-(3-(1-(3-fluorophenyl)ethoxy)-4-((2,2,2-trifluoroethyl)sulfonamido)phenyl)-5-(pyrazin-2-ylamino)-1H-pyrazole-4-carboxamide